The molecule is a prostaglandins E. It has a role as a human metabolite. It is a conjugate acid of a prostaglandin E3(1-). CC/C=C\\C[C@@H](/C=C/[C@H]1[C@@H](CC(=O)[C@@H]1C/C=C\\CCCC(=O)O)O)O